(S)-5-(2-((2,3-dihydro-1H-inden-1-yl)amino)pyrimidin-5-yl)-1,3,4-oxadiazol-2(3H)-one [C@@H]1(CCC2=CC=CC=C12)NC1=NC=C(C=N1)C1=NNC(O1)=O